2-amino-N-[5-(1-aminocyclopropyl)-2-methoxyphenyl]6-(methoxymethyl)nicotinamide NC1=C(C(=O)NC2=C(C=CC(=C2)C2(CC2)N)OC)C=CC(=N1)COC